BrC1=CC=2C(=CC=3C4=C(COC3C2)C=C(C=C4)C(CBr)=O)CC1 9-bromo-3-(2-bromoacetyl)-10,11-dihydro-5H-dibenzo[c,g]chromen